ClC=1C=C(C=CC1)C(CCN1N=C(C=C1)C=1C=CC=C2C=NC(=NC12)NC1=CC(=CC=C1)N1CCN(CC1)C(C)=O)C#N 8-(1-(3-chlorophenylcyanopropyl)pyrazolyl)-N-(3-(1-acetylpiperazin-4-yl)phenyl)quinazolin-2-amine